C(CCCCCCCC)C1=CC=C(C=C1)[I+]C1=CC=C(C=C1)CCCCCCCCC di(4-nonylphenyl)iodonium